6-fluoro-1-methyl-2-(4-(methylsulfonyl)phenyl)-5-(1-(8-(oxetan-3-yl)-8-azabicyclo[3.2.1]octan-3-yl)piperidin-4-yl)-1H-benzo[d]imidazole FC=1C(=CC2=C(N(C(=N2)C2=CC=C(C=C2)S(=O)(=O)C)C)C1)C1CCN(CC1)C1CC2CCC(C1)N2C2COC2